CC1=CC=C(CN2N=C(N=C2N)NC2=NC=CC=C2)C=C1 1-(4-methylbenzyl)-N3-(pyridin-2-yl)-1H-1,2,4-triazole-3,5-diamine